2-chloro-1-(4-(4-fluorobenzyl)-8,8-dimethyl-7,8-dihydro-6H-imidazo[1,5-a]pyrrolo[2,3-e]pyridin-6-yl)ethan-1-one ClCC(=O)N1CC(C2=C1C=C(C=1N2C=NC1)CC1=CC=C(C=C1)F)(C)C